COC1=C(C=NC=C1)NC=1N=CC2=C(N1)N1C(C(=C2)C=2C=C(C=CC2C)NC(=O)C2=NC=CC(=C2)C(F)(F)F)=NCC1 N-(3-(2-((4-methoxypyridin-3-yl)amino)-8,9-dihydroimidazo[1',2':1,6]pyrido[2,3-d]pyrimidin-6-yl)-4-methylphenyl)-4-(trifluoromethyl)pyridineamide